COC(C(C)(C)C1=CC(=CC=C1)C1[C@@H]2CNC[C@H]12)=O.COC1=C(C=C(C=C1)C=1N(C=CN1)C)C1(C(NC2=CC(=CC=C12)C(F)(F)F)=O)C 3-[2-methoxy-5-(1-methylimidazol-2-yl)phenyl]-3-methyl-6-(trifluoromethyl)indolin-2-one methyl-2-(3-((1R,5S,6s)-3-azabicyclo[3.1.0]hexane-6-yl)phenyl)-2-methylpropionate